The molecule is a disaccharide phosphate corresponding to part of the oligosaccharide repeating unit of Leishmania major promastigote lipophosphoglycan. It has a role as an epitope. It is a disaccharide phosphate and a glycosylmannose derivative. C([C@@H]1[C@H]([C@@H]([C@@H]([C@H](O1)O)O)O)O[C@H]2[C@@H]([C@H]([C@H]([C@H](O2)COP(=O)(O)O)O)O)O)O